dimethyl(2-methyl-4-propyl-inden-1-yl)(2,3,4,5-tetramethylcyclopenta-2,4-dien-1-yl)silane C[Si](C1C(=C(C(=C1C)C)C)C)(C1C(=CC2=C(C=CC=C12)CCC)C)C